ethyl 3-((7R,8S)-8-(((S)-1-(4-methoxyphenyl)ethyl)amino)-5,6,7,8-tetrahydroquinolin-7-yl)propanoate COC1=CC=C(C=C1)[C@H](C)N[C@H]1[C@H](CCC=2C=CC=NC12)CCC(=O)OCC